1-Hydroxy-3-mercapto-6,7-dihydro-5H-cyclopenta[c]pyridine-4-carbonitrile OC1=NC(=C(C2=C1CCC2)C#N)S